3-[4,6-difluoro-5-[4-hydroxy-1-(1H-indazol-6-ylmethyl)-4-piperidyl]-1-oxo-isoindolin-2-yl]piperidine-2,6-dione FC1=C2CN(C(C2=CC(=C1C1(CCN(CC1)CC1=CC=C2C=NNC2=C1)O)F)=O)C1C(NC(CC1)=O)=O